CN1CCN(CC1)C=1OC(=CN1)NC1=NC=C(C(=N1)NCCCN1C(OCCC1)=O)C(F)(F)F 3-(3-((2-((2-(4-methylpiperazin-1-yl)oxazol-5-yl)amino)-5-(trifluoromethyl)pyrimidin-4-yl)amino)propyl)-1,3-oxazinan-2-one